1,3-bis{(4-amidino)phenoxymethyl}-benzene dihydrochloride Cl.Cl.C(N)(=N)C1=CC=C(OCC2=CC(=CC=C2)COC2=CC=C(C=C2)C(N)=N)C=C1